trans-2-((4-(4-(4-Chlorophenyl)-5-((methylsulfonyl)methyl)-4H-1,2,4-triazol-3-yl)cyclohexyl)oxy)pyridin ClC1=CC=C(C=C1)N1C(=NN=C1CS(=O)(=O)C)[C@@H]1CC[C@H](CC1)OC1=NC=CC=C1